CC1(C2=CC=CC=C2C=2C=CC(=CC12)NC1=C(C=CC=C1)C(C)(C)O)C 2-[2-{(9,9-dimethyl-9H-fluoren-2-yl)amino}phenyl]propan-2-ol